C(C)(C)(C)C1=C(C=C(C(=C1)O)C(C)(C)C)OC 2,5-di-t-butyl-4-hydroxyanisole